(S)-2-amino-N-(3-oxoisoindol-5-yl)-3-phenylpropionamide N[C@H](C(=O)NC=1C=C2C(N=CC2=CC1)=O)CC1=CC=CC=C1